N-{4-[7-Ethenyl-3-(pyridin-2-yl)-1H-pyrrolo[3,2-b]pyridin-2-yl]pyridin-2-yl}-2-(4-fluorophenyl)acetamid C(=C)C1=C2C(=NC=C1)C(=C(N2)C2=CC(=NC=C2)NC(CC2=CC=C(C=C2)F)=O)C2=NC=CC=C2